[Ca].[C@@H]1([C@H](CCCC1)C(=O)O)C(=O)O (1R,2S)-cis-cyclohexane-1,2-dicarboxylic acid calcium